N,N-dimethylheptanamine CN(CCCCCCC)C